N-(1,1-dioxido-2,3-dihydrothiophen-3-yl)-2-methoxy-6-(prop-1-en-2-yl)quinoline-3-carboxamide O=S1(CC(C=C1)NC(=O)C=1C(=NC2=CC=C(C=C2C1)C(=C)C)OC)=O